C(C)C1=CC=C(NC=2C(=NC=CN2)C2=NOC(N2)=O)C=C1 3-[3-(4-ethylanilino)pyrazin-2-yl]-4H-1,2,4-oxadiazol-5-one